((2H-tetrazol-5-yl)methyl)-N-methyl-1-phenylmethanamine N=1NN=NC1CC(NC)C1=CC=CC=C1